2-{[6-(Cyclopropylmethoxy)-5-(pyrrolidin-1-yl)pyridine-2-carbonyl]amino}-2-ethylbutyric acid fluoromethyl ester FCOC(C(CC)(CC)NC(=O)C1=NC(=C(C=C1)N1CCCC1)OCC1CC1)=O